C1=C(C=CC2=CC=CC=C12)S(=O)(=O)OC1=C(C=CC=C1)NC(=O)NC1=CC(=CC=C1)OS(=O)(=O)C1=CC2=CC=CC=C2C=C1 N-[2-(2-naphthalenesulfonyloxy)phenyl]-N'-[3-(2-naphthalenesulfonyloxy)phenyl]urea